(±)-3-((2-(Piperazin-1-yl)phenyl)amino)piperidine-2,6-dione N1(CCNCC1)C1=C(C=CC=C1)N[C@H]1C(NC(CC1)=O)=O |r|